5-[3-(cyclobutoxy)azetidin-1-yl]-2-[[5-[2-fluoro-4-(trifluoro-methyl)phenyl]-3-methyl-triazol-4-yl]methyl]pyridazin-3-one C1(CCC1)OC1CN(C1)C1=CC(N(N=C1)CC=1N(N=NC1C1=C(C=C(C=C1)C(F)(F)F)F)C)=O